ethyl 2-cyclopropyl-4-(2-methylpropanoyl)thiazole-5-carboxylate C1(CC1)C=1SC(=C(N1)C(C(C)C)=O)C(=O)OCC